6-(3-aminoazetidin-1-yl)-N-(3-chloro-4-ethoxy-2-fluorophenyl)pyrido[3,2-d]pyrimidin-4-amine NC1CN(C1)C=1C=CC=2N=CN=C(C2N1)NC1=C(C(=C(C=C1)OCC)Cl)F